OC1=CC=C(CN2C3=NC(=NC=C3NC2=O)C2=C(C=CC=C2)C(C)C)C=C1 9-(4-hydroxybenzyl)-2-(2-isopropylphenyl)-7,9-dihydro-8H-purin-8-one